1-(5-fluoro-2-pyridyl)-2-hydroxy-ethanone FC=1C=CC(=NC1)C(CO)=O